((2S)-1-(5-(4-fluorophenyl)-1H-indole-2-carboxamido)-6-methylheptane-2,5-diyl)dicarbamic acid di-tert-butyl ester C(C)(C)(C)OC(N[C@H](CNC(=O)C=1NC2=CC=C(C=C2C1)C1=CC=C(C=C1)F)CCC(C(C)C)NC(OC(C)(C)C)=O)=O